5-(1H-imidazol-4-yl)furan-2-ylfuran N1C=NC(=C1)C1=CC=C(O1)C=1OC=CC1